ClC1=CC=C(C(=N1)C(=O)O)N[C@H](C)C1=NC(=CC(=C1)C)N1C(OC[C@@H]1CC1=NN(C=C1)C)=O 6-Chloro-3-(((R)-1-(4-methyl-6-((S)-4-((1-methyl-1H-pyrazol-3-yl)methyl)-2-oxooxazolidin-3-yl)pyridin-2-yl)ethyl)amino)picolinic acid